(2R,6R)-N-(4-(5-chloro-6-methoxypyridin-2-yl)benzyl)-4-((R)-1-(3-fluoro-4-methylpyridin-2-yl)-3-methoxypropyl)-1-isobutyryl-6-methylpiperazine-2-carboxamide ClC=1C=CC(=NC1OC)C1=CC=C(CNC(=O)[C@@H]2N([C@@H](CN(C2)[C@H](CCOC)C2=NC=CC(=C2F)C)C)C(C(C)C)=O)C=C1